4-(tert-butoxycarbonylamino)imidazo[1,5-a]quinoxaline-8-carboxylic acid C(C)(C)(C)OC(=O)NC=1C=2N(C3=CC(=CC=C3N1)C(=O)O)C=NC2